tris(2,2,2-trichloroethyl) borate B(OCC(Cl)(Cl)Cl)(OCC(Cl)(Cl)Cl)OCC(Cl)(Cl)Cl